(7R,14R)-11-((1-(cyclopropanecarbonyl)piperidin-4-yl)ethynyl)-1-(difluoromethoxy)-6-(methyl-d3)-6,7-dihydro-7,14-methanobenzo[f]benzo[4,5]imidazo[1,2-a][1,4]diazocin-5(14H)-one C1(CC1)C(=O)N1CCC(CC1)C#CC1=CC2=C(N=C3N2[C@H]2C4=C(C(N([C@@H]3C2)C([2H])([2H])[2H])=O)C=CC=C4OC(F)F)C=C1